4-(4-bromo-2-cyanophenoxy)piperidine-1-carboxylic acid tert-butyl ester C(C)(C)(C)OC(=O)N1CCC(CC1)OC1=C(C=C(C=C1)Br)C#N